oxalyl-diamine (Dimethyl suberimidate) CC(C(O)=N)(CCCCCC(O)=N)C.C(C(=O)N)(=O)N